ClC1=C(OCC2=CC(=CC(=N2)C(=O)O)C#N)C=CC(=C1)C(F)(F)F 6-((2-chloro-4-(trifluoromethyl)phenoxy)methyl)-4-cyano-pyridine-2-carboxylic acid